5-bromo-N-(2-hydroxyethyl)-N-(4-methoxybenzyl)-2H-indazole-3-carboxamide BrC1=CC2=C(NN=C2C=C1)C(=O)N(CC1=CC=C(C=C1)OC)CCO